ALPHA-methyl-benzyl-aminobenzothiazole CC(C1=CC=CC=C1)C1=CC=CC2=C1N=C(S2)N